3-methoxyformyl-cyclopentene COC(=O)C1C=CCC1